COC(C1=CC(=C(C(=C1)C(C)C)N)C(C)C)=O 4-amino-3,5-diisopropylbenzoic acid methyl ester